[SiH3]C=C=O silylketene